C(C)N1C(=CC2=CC(=CC=C12)\C=C\B1OC(C(O1)(C)C)(C)C)C=1C(=NC=CC1)[C@H](C)OC 1-ethyl-2-{2-[(1S)-1-methoxyethyl]pyridin-3-yl}-5-[(E)-2-(4,4,5,5-tetramethyl-1,3,2-dioxaborolan-2-yl)ethenyl]indole